ONC(/C=C/C1=C(C=CC=C1)NC(=O)C1=C(N=C(S1)C1=CC=CC=C1)CCC)=O (E)-N-(2-(3-(hydroxyamino)-3-oxoprop-1-en-1-yl)phenyl)-2-phenyl-4-propylthiazole-5-carboxamide